ClC=1C=C(C=C(C1OCCOCC=O)C#N)C(C)(C)C1=CC=C(C=C1)C=1C=C2C=NC(=NC2=CC1)NS(=O)(=O)C N-[6-[4-[1-[3-chloro-5-cyano-4-[2-(2-oxoethoxy)ethoxy]phenyl]-1-methyl-ethyl]phenyl]quinazolin-2-yl]methanesulfonamide